COC1CN(C1)S(=O)(=O)N1C[C@H](CCC1)C(=O)N1[C@H](CCC1)C(=O)NCC1=CC=C(C=C1)C(F)(F)F 1-(((3S)-1-((3-methoxy-1-azetidinyl)sulfonyl)-3-piperidinyl)carbonyl)-N-(4-(trifluoromethyl)benzyl)-D-prolinamide